terpyridyl-boric acid B(O)(O)O.N1=C(C=CC=C1)C1=NC=CC=C1C1=NC=CC=C1